(1r,3r)-3-((5-(imidazo[1,2-b]pyridazin-6-yl)-7H-pyrrolo[2,3-d]pyrimidin-2-yl)amino)-N,N,1-trimethylcyclobutane-1-carboxamide N=1C=CN2N=C(C=CC21)C2=CNC=1N=C(N=CC12)NC1CC(C1)(C(=O)N(C)C)C